2-(2-Methoxyethoxy)Acetic Acid COCCOCC(=O)O